C(C)OC(C(CC)(NC(C1=NC(=C(C=C1)N1CC(C1)OC)OC[C@H]1[C@@H](C1)CO)=O)CC)=O |r| (rac)-trans-2-ethyl-2-(6-((2-(hydroxymethyl)cyclopropyl)methoxy)-5-(3-methoxyazetidin-1-yl)picolinamido)butanoic acid ethyl ester